CC1(CC1)C1=NC=NC=C1N(C(OC(C)(C)C)=O)COCC[Si](C)(C)C tert-butyl (4-(1-methylcyclopropyl)pyrimidin-5-yl)((2-(trimethylsilyl)ethoxy) methyl)carbamate